N1(N=CC=C1)CCOC1=C(C=C2C(=NC=NC2=C1)C1=CC=C(C=C1)NC(CC1=CC=C(C=C1)C(F)(F)F)=O)OC N-(4-(7-(2-(1H-pyrazol-1-yl)ethoxy)-6-methoxyquinazolin-4-yl)phenyl)-2-(4-(trifluoromethyl)phenyl)acetamide